O1CCNC2=C1C=CC(=C2)CC=2C(=C(C=CC2C)C2OC(C(C(C2O)O)O)CO)O 2-[3-(3,4-Dihydro-2H-benzo[1,4]oxazin-6-ylmethyl)-2-hydroxy-4-methyl-phenyl]-6-hydroxymethyl-tetrahydro-pyran-3,4,5-triol